benzyl (3R)-3-[(1,3-dioxoisoindolin-2-yl) methyl]-5-oxo-piperazine-1-carboxylate O=C1N(C(C2=CC=CC=C12)=O)C[C@@H]1CN(CC(N1)=O)C(=O)OCC1=CC=CC=C1